4-[(1E)-3-Oxo-3-phenyl-1-propenyl]phenoxyacetic acid O=C(/C=C/C1=CC=C(OCC(=O)O)C=C1)C1=CC=CC=C1